C(C)C=1OC=CC1 ethylfurane